CN(C)CCOC(C=C)=O.FC1=C(NC2=CC=CC=C2)C(=C(C(=C1F)S(=O)C)F)F 2,3,5,6-tetrafluoro-4-(methylsulfinyl)-N-phenyl-aniline N,N-dimethylaminoethyl-acrylate